tert-butyl (2-((4-(6-((cis)-2,6-dimethyl-3,6-dihydro-2H-pyran-4-yl)pyridin-2-yl)thiazol-2-yl)amino)-2-oxoethyl)carbamate C[C@@H]1O[C@@H](C=C(C1)C1=CC=CC(=N1)C=1N=C(SC1)NC(CNC(OC(C)(C)C)=O)=O)C